3-fluoro-4-(2-iodothieno[3,2-b]pyridin-7-yloxy)-aniline FC=1C=C(N)C=CC1OC1=C2C(=NC=C1)C=C(S2)I